BrC1=CC2=C(CC(O2)C(=O)N2CCC3=CC=C(C=C23)S(=O)(=O)N)C=C1 1-(6-bromo-2,3-dihydrobenzofuran-2-carbonyl)indoline-6-sulfonamide